N-(3-(3-Chloro-2-(3-(difluoromethoxy)-4-formylphenyl)pyridin-4-yl)-2-methylphenyl)-5-formylpicolinamide ClC=1C(=NC=CC1C=1C(=C(C=CC1)NC(C1=NC=C(C=C1)C=O)=O)C)C1=CC(=C(C=C1)C=O)OC(F)F